CS(=O)(=O)C(C#N)C 2-methylsulfonylpropanenitrile